potassium icosane CCCCCCCCCCCCCCCCCCCC.[K]